(2-chloro-4-ethoxyphenyl)-1H-benzo[d]Imidazole-4-carboxylic acid ClC1=C(C=CC(=C1)OCC)N1C=NC2=C1C=CC=C2C(=O)O